2-amino-3-oxo-3H-phenoxazine-1,9-dicarboxylic acid dimethyl ester COC(=O)C1=C(C(C=C2OC3=CC=CC(=C3N=C12)C(=O)OC)=O)N